[1-(2-benzyloxy-4-bromo-5-fluoro-phenyl)cyclopropyl]methanol C(C1=CC=CC=C1)OC1=C(C=C(C(=C1)Br)F)C1(CC1)CO